6'-(4,4,5,5-tetramethyl-1,3,2-dioxaborolan-2-yl)spiro[benzo[b]fluorene-11,9'-xanthene] CC1(OB(OC1(C)C)C=1C=C2OC=3C=CC=CC3C3(C2=CC1)C=1C=CC=CC1C=1C=C2C(=CC13)C=CC=C2)C